COC1=C(CN(S(=O)(=O)C2=NC=CC(=C2)C2=C3N=C(C(=NC3=CC(=C2)F)C(=O)N)N2CC(C(CC2)(F)F)C)CC2=C(C=C(C=C2)OC)OC)C=CC(=C1)OC (2-(N,N-bis(2,4-dimethoxybenzyl)sulfamoyl)pyridin-4-yl)-3-(4,4-difluoro-3-methylpiperidin-1-yl)-7-fluoroquinoxaline-2-carboxamide